methyl 2-benzyl-2,4-dimethyl-pent-4-enoate C(C1=CC=CC=C1)C(C(=O)OC)(CC(=C)C)C